BrC1=CC=C(C(=N1)NC(=O)[C@H]1N([C@@H]2C[C@@]2(C1)CN1C(C2=CC=CC=C2C1=O)=O)C(=O)OC(C)(C)C)C1CC1 (1R,3S,5R)-tert-Butyl 3-((6-bromo-3-cyclopropylpyridin-2-yl)carbamoyl)-5-((1,3-dioxoisoindolin-2-yl)methyl)-2-azabicyclo[3.1.0]hexane-2-carboxylate